5-(1-benzyl-4-hydroxypiperidin-4-yl)-4-chloro-2-(2,6-dioxopiperidin-3-yl)isoindoline-1,3-dione C(C1=CC=CC=C1)N1CCC(CC1)(O)C=1C(=C2C(N(C(C2=CC1)=O)C1C(NC(CC1)=O)=O)=O)Cl